N1=C(C=CC=C1)SSCCC(=O)NCCCCNC(CCSSC1=NC=CC=C1)=O 1,4-bis[3-(2-pyridyldithio)propanamido]butane